FC(C[C@@H]1CN(CC1)C=1C=2N(N=C(C1)C=1C(NC(NC1)=O)=O)C=CN2)F (R)-5-(8-(3-(2,2-difluoroethyl)pyrrolidin-1-yl)imidazo[1,2-b]pyridazin-6-yl)pyrimidine-2,4(1H,3H)-dione